(S)-4,6-difluoro-N-(2-(2-methylpiperidin-3-yl)thieno[2,3-b]pyridin-4-yl)benzo[d]-thiazol-5-amine FC1=C(C(=CC2=C1N=CS2)F)NC2=C1C(=NC=C2)SC(=C1)C1[C@@H](NCCC1)C